4-(5-hydroxy-3-methyl-1-(5-(4-phenyl-1H-pyrazol-1-yl)pyridin-2-yl)-1H-pyrazol-4-yl)benzonitrile OC1=C(C(=NN1C1=NC=C(C=C1)N1N=CC(=C1)C1=CC=CC=C1)C)C1=CC=C(C#N)C=C1